(((1S,3R)-3-(hydroxymethyl)-2,2-dimethylcyclopropyl)methoxy)propionic acid tert-butyl ester C(C)(C)(C)OC(C(C)OC[C@@H]1C([C@@H]1CO)(C)C)=O